N-(2-chloro-4-(trifluoromethyl)phenyl)-1-(4-((1-(2-(2,6-dioxopiperidin-3-yl)-1,3-dioxoisoindoline-5-yl)azetidin-3-yl)ethynyl)-3,5-dimethyl-1H-pyrazol-1-yl)cyclobutane-1-formamide ClC1=C(C=CC(=C1)C(F)(F)F)NC(=O)C1(CCC1)N1N=C(C(=C1C)C#CC1CN(C1)C=1C=C2C(N(C(C2=CC1)=O)C1C(NC(CC1)=O)=O)=O)C